FC1=C(C=CC(=C1)OC)[C@@H]1[C@@H](C1)C=1C=NC(=NC1)C1=NC=CC=N1 cis-5-(2-(2-fluoro-4-methoxyphenyl)cyclopropyl)-2,2'-bipyrimidine